FC1C(NC(CC1=O)(C)C)(C)C 3-fluoro-2,2,6,6-tetramethylpiperidin-4-one